(tert-butyl-diphenyl-silicon) oxygen [O].C(C)(C)(C)[Si](C1=CC=CC=C1)C1=CC=CC=C1